(1R,3R)-3-(6-((6-methoxy-2-methyl-1,2,3,4-tetrahydroisoquinolin-7-yl)amino)-1H-pyrazolo[3,4-d]pyrimidin-1-yl)-N-methylcyclohexane-1-carboxamide COC=1C=C2CCN(CC2=CC1NC1=NC=C2C(=N1)N(N=C2)[C@H]2C[C@@H](CCC2)C(=O)NC)C